COC1=C2CN(C(C2=CC=C1C1=CC(=CC=2N1C=NC2)CN2CCCC2)=O)C2C(NC(CC2)=O)=O 3-(4-methoxy-1-oxo-5-(7-(pyrrolidin-1-ylmethyl)imidazo[1,5-a]pyridin-5-yl)isoindolin-2-yl)piperidine-2,6-dione